C1(C\C=C/CCCCCCCCCCCCCCCC)C(=O)OC1=O cis-3-eicosene-1,1-dicarboxylic anhydride